4-(anthracene-9-yl)-3-(tert-butyl)-2,3-dihydrobenzo[d][1,3]oxaphosphole C1=CC=CC2=CC3=CC=CC=C3C(=C12)C1=CC=CC2=C1P(CO2)C(C)(C)C